ClC1=CC(=CC(=C1)OC)I 1-chloro-3-iodo-5-methoxybenzene